2,2'-diaminobenzidine NC1=C(C=CC(=C1)N)C1=C(C=C(N)C=C1)N